[Cl-].FC(OC=1C=C(C(=O)NC2CC(C2)[NH3+])C=CC1)F (1r,3r)-3-(3-(difluoromethoxy)benzamido)cyclobutan-1-aminium chloride